O=C1N(C=2C(=NC=CN2)N=C1C1CCN(CC1)C(=O)OCC1=CC=CC=C1)CC1=C(C=CC=C1)C(F)(F)F benzyl 4-(3-oxo-4-(2-(trifluoromethyl)benzyl)-3,4-dihydropyrazino[2,3-b]pyrazin-2-yl)piperidine-1-carboxylate